4-(6,8-dioxo-2,7-diazaspiro[4.5]decane-2-carbonyl)indoline-1-carboxylic acid tert-butyl ester C(C)(C)(C)OC(=O)N1CCC2=C(C=CC=C12)C(=O)N1CC2(CC1)C(NC(CC2)=O)=O